CC1=C(C=CC=C1NC(=O)C=1SC(=NN1)CN)C1=C(C(=CC=C1)NC(=O)C=1SC(=NN1)CN)C (2,2'-dimethyl-[1,1'-biphenyl]-3,3'-diyl)bis(5-(aminomethyl)-1,3,4-thiadiazole-2-carboxamide)